2,3,4,6-tetramethylsilyl-α-D-glucopyranose bromide [Br-].C[SiH2][C@@]1([C@@H](O)O[C@@H]([C@]([C@@]1(O)[SiH2]C)(O)[SiH2]C)C(O)[SiH2]C)O